COC(NC1=NC=CC(=C1)C1=NC=C(C(=C1)C)OC[C@@](CC(C)C)(C)N)=O (S)-(5-((2-amino-2,4-dimethylpentyl)oxy)-4-methyl-[2,4'-bipyridinyl]-2'-yl)carbamic acid methyl ester